5-(4-((cyclopropylamino)methyl)-1H-pyrazol-1-yl)-N-(8-fluoro-2-methylimidazo[1,2-a]pyridin-6-yl)-pyrazine-2-carboxamide C1(CC1)NCC=1C=NN(C1)C=1N=CC(=NC1)C(=O)NC=1C=C(C=2N(C1)C=C(N2)C)F